BrCCOCC=1C=C2C=C(NC2=C(C1)NC1CCCC1)C1=CC=CC=C1 5-((2-bromoethoxy)methyl)-N-cyclopentyl-2-phenyl-1H-indol-7-amine